(2S,3S,5R)-3-methyl-7-oxo-3-(1H-1,2,3-triazole-1-ylmethyl)-4-thia-1-azabicyclo[3.2.0]heptane-2-carboxylic acid-4,4-dioxide C[C@@]1([C@@H](N2C(C[C@H]2S1(=O)=O)=O)C(=O)O)CN1N=NC=C1